C(C)C1=NC2=C(N1C1=CC3=C(NC(N3)=O)C=C1)C=CC(=C2)C(=O)NC 2-ethyl-N-methyl-2'-oxo-2',3'-dihydro-1'h-[1,5'-bi-benzo[d]imidazole]-5-carboxamide